C(C1=CC=CC=C1)N(C(=O)C=1C2=C(N(N1)C)C1=C(OC2)C=CC(=C1)Cl)CC1=CC=C(C(=O)O)C=C1 4-[[benzyl-(8-chloro-1-methyl-1,4-dihydro[1]benzopyrano[4,3-c]pyrazole-3-carbonyl)amino]methyl]benzoic acid